7-methoxy-2-(4-phenoxyphenyl)-4H-chromen-4-one COC1=CC=C2C(C=C(OC2=C1)C1=CC=C(C=C1)OC1=CC=CC=C1)=O